C1(=CC=CC=2[Se]C3=C(C21)C=CC=C3)C=3C(=C(C=CC3)C=3C(=CC=CC3)C3=CC=CC=C3)C3=NN=NC(=C3C3=CC=CC=C3)C3=CC=CC=C3 (Dibenzoselenophenyl)(diphenyltriazinyl)terbenzen